C(C)(=O)NC1=NNC(=N1)NC(C)=O 3,5-bis(acetamido)-1H-1,2,4-triazole